N-(5-(2,6-Difluoro-4-methoxyphenyl)-2-(4-methoxy-6-((tetrahydrofuran-3-yl)oxy)pyridin-2-yl)-1-methyl-3-oxo-2,3-dihydro-1H-pyrazol-4-yl)-4-(difluoromethoxy)benzamide FC1=C(C(=CC(=C1)OC)F)C1=C(C(N(N1C)C1=NC(=CC(=C1)OC)OC1COCC1)=O)NC(C1=CC=C(C=C1)OC(F)F)=O